4-[[(6-chloro-3-pyridinyl)methyl](2,2-difluoroethyl)amino]-2(5H)furanone ClC1=CC=C(C=N1)CN(C1=CC(OC1)=O)CC(F)F